ClC1=CC(=NC(=C1)[Sn](C)(C)C)N1C[C@@H](N([C@@H](C1)C)C(=O)OC(C)(C)C)C tert-butyl (2S,6R)-4-(4-chloro-6-(trimethylstannyl)pyridin-2-yl)-2,6-dimethylpiperazine-1-carboxylate